C(C)(C)(C)OC(=O)NC1COCOC1 5-[(tert-butoxycarbonyl)amino]-1,3-dioxan